C(CCC\C=C/CC=CCC=CCCCCCCCC)(=O)O (Z)-5,8,11-eicosatrienoic acid